N[C@@H]1CN(CC[C@H]1F)C1=NC2=C(N1CC=1N=CC(=NC1)C(=O)N)C=C(C=C2)C(F)(F)F 5-((2-((3r,4r)-3-amino-4-fluoro-1-piperidinyl)-6-(trifluoromethyl)-1H-benzimidazol-1-yl)methyl)-2-pyrazinecarboxamide